tert-butyl 4-(2-((7-bromooxazolo[4,5-c]pyridin-2-yl)(2,4-dimethoxybenzyl)amino)ethyl)piperazine-1-carboxylate BrC=1C2=C(C=NC1)N=C(O2)N(CCN2CCN(CC2)C(=O)OC(C)(C)C)CC2=C(C=C(C=C2)OC)OC